CN(CCC1=CC(=C(C(=O)NC2=CC(=C(C=C2)C)NC2=NC=CC(=N2)C=2C=NC=C(C2)C2=C(C=NO2)C)C=C1)C(F)(F)F)C 4-(2-Dimethylamino-ethyl)-N-(4-methyl-3-{4-[5-(4-methyl-isoxazol-5-yl)-pyridin-3-yl]-pyrimidin-2-ylamino}-phenyl)-2-trifluoromethyl-benzamide